tert-Butyl 5-(2-(tert-butoxycarbonyl)-5-(4-((6-(4-chlorophenyl)cyclohex-3-enyl)methyl)piperazin-1-yl)phenoxy)-1H-pyrrolo[2,3-b]pyridine-1-carboxylate C(C)(C)(C)OC(=O)C1=C(OC=2C=C3C(=NC2)N(C=C3)C(=O)OC(C)(C)C)C=C(C=C1)N1CCN(CC1)CC1CC=CCC1C1=CC=C(C=C1)Cl